OCC(C)(O)C1=CC(=C(S1)[S@@](=O)(N)=NC(NC1=C2C(=NC3=C1CCC3)C(CC2)(C)C)=O)F (R)-5-(1,2-Dihydroxypropan-2-yl)-N'-((3,3-dimethyl-1,2,3,5,6,7-hexahydrodicyclopenta[b,e]pyridin-8-yl)carbamoyl)-3-fluorothiophene-2-sulfonimidamide